C(C)(C)(C)OC(=O)N1[C@@H](C[C@H](C1)C)CON1C(C2=CC=CC=C2C1=O)=O tert-butyl-(2S,4R)-2-{[(1,3-dioxo-1,3-dihydro-2H-isoindol-2-yl) oxy] methyl}-4-methylpyrrolidine-1-carboxylate